1-cyclopropyl-2-(1,2,4-triazol-2-yl)ethanol C1(CC1)C(CN1N=CN=C1)O